tert-butyl (3S)-3-[[4-[6-(4-methyloxazol-5-yl)-1-(2-trimethylsilylethoxymethyl)pyrrolo[2,3-b]pyridin-3-yl]-5-(trifluoromethyl)pyrimidin-2-yl]amino]piperidine-1-carboxylate CC=1N=COC1C1=CC=C2C(=N1)N(C=C2C2=NC(=NC=C2C(F)(F)F)N[C@@H]2CN(CCC2)C(=O)OC(C)(C)C)COCC[Si](C)(C)C